(2S)-3-(3-bromophenyl)-2-[(tert-butoxycarbonyl)amino]propanoic acid BrC=1C=C(C=CC1)C[C@@H](C(=O)O)NC(=O)OC(C)(C)C